N1N=CC=C1COC=1C(=NC=CC1)N1N=CC(=C1)C(=O)NC1=CC(=CC(=C1)NS(=O)(=O)C)Cl 1-(3-((1H-pyrazol-5-yl)methoxy)pyridin-2-yl)-N-(3-chloro-5-(methylsulfonamido)phenyl)-1H-pyrazole-4-carboxamide